1-dimethylmethoxysilyl-2-bis(dimethylamino)phenylsilylethylene C[Si](C=C[Si](C1=CC=CC=C1)(N(C)C)N(C)C)(OC)C